((3-(((benzyloxy)carbonyl)amino)propyl)azanediyl)bis(hexane-6,1-diyl) bis(4,4-bis(octyloxy)butanoate) C(CCCCCCC)OC(CCC(=O)OCCCCCCN(CCCCCCOC(CCC(OCCCCCCCC)OCCCCCCCC)=O)CCCNC(=O)OCC1=CC=CC=C1)OCCCCCCCC